(R)-1-(3,3-dimethylcyclobutyl)-3-(isoquinolin-4-yl)-2-oxoimidazoline-4-carbonitrile CC1(CC(C1)N1C(N([C@H](C1)C#N)C1=CN=CC2=CC=CC=C12)=O)C